BrC#CC(=O)N(C)C 3-bromo-N,N-dimethyl-2-propynamide